3,5-bis(4-pyridyl)-4H-1,2,4-triazole N1=CC=C(C=C1)C1=NN=C(N1)C1=CC=NC=C1